C(C)(C)(C)OC(=O)N[C@H](C(=O)OC)C[C@@H]1C(NCC[C@@H]1C=C)=O methyl (S)-2-((tert-butoxycarbonyl)amino)-3-((3S,4R)-2-oxo-4-vinylpiperidin-3-yl)propanoate